ethylenebis(ethyldimethylammonium) C(C[N+](C)(C)CC)[N+](C)(C)CC